1,6-divinyloxybiphenyl C(=C)OC1(CC=CC=C1OC=C)C1=CC=CC=C1